C(C)(C)(CC)C1CCC(CC1)NC(C1=CC(=CC(=C1)NC(=O)C1CCC(CC1)C(C)(C)C)NC(=O)C1CCC(CC1)C(C)(C)C)=O N-(4-tert-pentylcyclohexyl)-3,5-bis-[4-tert-butylcyclohexylcarbonylamino]-benzamide